4-(4-(7-(1-Methyl-1H-pyrazol-4-yl)quinolin-5-yl)phenyl)piperazine-1-carboxylic acid tert-butyl ester C(C)(C)(C)OC(=O)N1CCN(CC1)C1=CC=C(C=C1)C1=C2C=CC=NC2=CC(=C1)C=1C=NN(C1)C